3,5-divinyl-piperazine C(=C)C1CNCC(N1)C=C